(R)-((1-(5-bromo-2-methylbenzoyl)-5,5-difluoropiperidin-2-yl)methyl)carbamic acid tert-butyl ester C(C)(C)(C)OC(NC[C@@H]1N(CC(CC1)(F)F)C(C1=C(C=CC(=C1)Br)C)=O)=O